C(=O)C1=C(OC2=C(C(=O)NC)C=CC=C2)C=CC=C1 2-(2-formylphenoxy)-N-methylbenzamide